2,6-Dimethyl-1,3-dioxan-4-ol CC1OC(CC(O1)O)C